ClC=1C=C(C=CC1Cl)C(C1=NN=C(O1)C1CN(CC12CN(C2)C(=O)OC(C)(C)C)C(=O)C2=CN=CS2)(F)F tert-butyl 8-(5-((3,4-dichlorophenyl)difluoromethyl)-1,3,4-oxadiazol-2-yl)-6-(thiazole-5-carbonyl)-2,6-diazaspiro[3.4]octane-2-carboxylate